(+/-)-N2-(((trans)-8-methoxy-2-(6-methoxypyridin-3-yl)-3-methyl-2,3-dihydrobenzo[b][1,4]dioxin-6-yl)methyl-d2)pyridine-2,3-diamine COC1=CC(=CC2=C1O[C@H]([C@@H](O2)C)C=2C=NC(=CC2)OC)C(NC2=NC=CC=C2N)([2H])[2H] |r|